tert-butyl (1R,5S)-8-benzyl-2-(2-hydroxyethyl)-3,8-diazabicyclo[3.2.1]octane-3-carboxylate C(C1=CC=CC=C1)N1[C@H]2C(N(C[C@@H]1CC2)C(=O)OC(C)(C)C)CCO